tert-butyl (syn-3-(7-(3-(benzyloxy)naphthalen-1-yl)-2-chloro-8-fluoropyrido[4,3-d]pyrimidin-4-yl)-3-azabicyclo[3.2.1]octan-8-yl)carbamate C(C1=CC=CC=C1)OC=1C=C(C2=CC=CC=C2C1)C1=C(C=2N=C(N=C(C2C=N1)N1CC2CCC(C1)C2NC(OC(C)(C)C)=O)Cl)F